tert-butyl (S)-(1-(diethylamino)-3-methyl-1-oxobutan-2-yl)carbamate C(C)N(C([C@H](C(C)C)NC(OC(C)(C)C)=O)=O)CC